CC(C)C1=C(C=CC=C1)C1=NC=C2N=C(N(C2=N1)CC1=CC=C(C=C1)N1N=CC=C1)C1CN(C1)C(=O)OCC1=CC=CC=C1 benzyl 3-[2-[2-(propan-2-yl)phenyl]-9-[[4-(1H-pyrazol-1-yl)phenyl]methyl]-9H-purin-8-yl]azetidine-1-carboxylate